N-[2-(diethylamino)ethyl]-3-{2-[(3,5-dimethylphenyl)amino]pyrimidin-4-yl}-1-methyl-1H-pyrazole-5-carboxamide C(C)N(CCNC(=O)C1=CC(=NN1C)C1=NC(=NC=C1)NC1=CC(=CC(=C1)C)C)CC